5-chloro-2-methyl-N1-(6-(trifluoromethyl)pyridin-2-yl)benzene-1,3-diamine ClC=1C=C(C(=C(C1)NC1=NC(=CC=C1)C(F)(F)F)C)N